COC=1C=C(C=CC1OC)CCC(C(C(CCC1=CC(=C(C=C1)OC)OC)O)(C)C)O 1,7-bis(3,4-dimethoxyphenyl)-4,4-dimethylheptane-3,5-diol